CC(C)CCC[C@@H](C)[C@H]1CC[C@H]2[C@@H]3CC(C4(CC(CC[C@]4(C)[C@H]3CC[C@]12C)O)O)O cholestane-3,5,6-triol